2,2-diethoxy-1-n-octadecyl-1-aza-2-silacyclopentane C(C)O[Si]1(N(CCC1)CCCCCCCCCCCCCCCCCC)OCC